1-vinyl-3-butylimidazolium bromide salt [Br-].C(=C)N1C=[N+](C=C1)CCCC